C(C)C1(CC2(C1)NS(C1=C(N(C2)C2=CC=C(C=C2)F)C=C(C(=C1)OC)C(F)(F)F)(=O)=O)CC 3',3'-diethyl-5-(4-fluorophenyl)-8-methoxy-7-(trifluoromethyl)-4,5-dihydro-2H-spiro[1lambda6,2,5-benzothiadiazepine-3,1'-cyclobutane]-1,1-dione